2-(4-(4-Chlorophenyl)piperazin-1-yl)-N-(2-fluoro-5-nitrobenzyl)ethan-1-amine ClC1=CC=C(C=C1)N1CCN(CC1)CCNCC1=C(C=CC(=C1)[N+](=O)[O-])F